1-octylnonyl 8-{(2-hydroxyethyl)[7-(nonyloxycarbonyl)heptyl]amino}octanoate OCCN(CCCCCCCC(=O)OC(CCCCCCCC)CCCCCCCC)CCCCCCCC(=O)OCCCCCCCCC